4-(((1-(2-(2,2-Dichlorocyclopropyl)ethyl)-1H-1,2,3-triazol-4-yl)methyl)amino)-2-(2,6-dioxopiperidin-3-yl)isoindoline-1,3-dione ClC1(C(C1)CCN1N=NC(=C1)CNC1=C2C(N(C(C2=CC=C1)=O)C1C(NC(CC1)=O)=O)=O)Cl